di(2-phenylpyridine) iridium acetyl-pyruvate C(C)(=O)CC(C(=O)[O-])=O.[Ir+3].C1(=CC=CC=C1)C1=NC=CC=C1.C1(=CC=CC=C1)C1=NC=CC=C1.C(C)(=O)CC(C(=O)[O-])=O.C(C)(=O)CC(C(=O)[O-])=O